C(C1=CC=CC=C1)N(C1=CC(=NC=C1)C(F)(F)F)C1(CC1)C=1C=NN(C1C(F)(F)F)C1=C2C=CN=C(C2=CC=C1)OC N-benzyl-N-(1-(1-(1-methoxyisoquinolin-5-yl)-5-(trifluoromethyl)-1H-pyrazol-4-yl)cyclopropyl)-2-(trifluoromethyl)pyridin-4-amine